O=C1NC(CCC1N1CC2=CC=C(C=C2C1=O)NC(CCCC(=O)NC=1C=C2C(N(CC2=CC1)C1C(NC(CC1)=O)=O)=O)=O)=O N1,N5-bis(2-(2,6-Dioxopiperidin-3-yl)-3-oxoisoindolin-5-yl)glutaramide